1-(3-chloro-2-fluorobenzyl)-4-((4-ethyl-5-fluoro-3-methyl-6-((5-methyl-1H-pyrazol-3-yl)amino)pyridin-2-yl)methyl)piperidine-4-carboxylic acid ClC=1C(=C(CN2CCC(CC2)(C(=O)O)CC2=NC(=C(C(=C2C)CC)F)NC2=NNC(=C2)C)C=CC1)F